4-bromo-3-methyl-1-(oxiran-2-ylmethyl)pyrazole BrC=1C(=NN(C1)CC1OC1)C